C(C1=CC=CC=C1)OC1=CC=C(C=C1)C1(CCC(CC1)C(F)(F)F)O 1-(4-(benzyloxy)phenyl)-4-(trifluoromethyl)cyclohexan-1-ol